FC=1C=2N(C=C(C1)C1=CNC=3N=C(N=CC31)NCC=3C=NC(=CC3)N3CCN(CC3)C)C(=CN2)C 5-(8-fluoro-3-methylimidazo[1,2-a]pyridin-6-yl)-N-((6-(4-methylpiperazin-1-yl)pyridin-3-yl)methyl)-7H-pyrrolo[2,3-d]pyrimidin-2-amine